N1=CC=CC=2NC(C3=CSC=CN3C21)=O pyrido[3',2':5,6]pyrazino[2,1-c][1,4]thiazin-6(5H)-one